(M)-7-Amino-8-(3-hydroxy-2,6-dimethylphenyl)-3-(trifluoromethyl)quinoxaline-6-carboxamide NC1=C(C=C2N=C(C=NC2=C1C1=C(C(=CC=C1C)O)C)C(F)(F)F)C(=O)N